C1(CC1)C=1C=C(C(=O)O)C=C(C1)S(=O)(=O)C1CC1 3-cyclopropyl-5-cyclopropylsulfonyl-benzoic acid